O.O=C[C@H](O)[C@@H](O)[C@H](O)[C@H](O)CO Glucose-Monohydrate